C(C)(C)(C)C1=CC2=C(C3=CC=CC=C3C(=C2C=C1)C1=CC2=CC=CC=C2C=C1)C1=CC2=CC=CC=C2C=C1 2-tertiary butyl-9,10-di-2-naphthylanthracene